fluorine sulfonyl-silicon S(=O)(=O)=[Si].[F]